1-(((S)-7-((R)-3-cyclobutyl-2-methylpropanoyl)-10-hydroxy-7-azaspiro[4.5]Decan-10-yl)methyl)-4-(2-fluorophenyl)-6-oxo-1,6-dihydropyridine-3-carboxylic acid ethyl ester C(C)OC(=O)C1=CN(C(C=C1C1=C(C=CC=C1)F)=O)C[C@@]1(CCN(CC12CCCC2)C([C@@H](CC2CCC2)C)=O)O